C(C)(C)NC(OC1CC(CC1)C1=CC(=NN1)NC1=CC=CC=2NS(CCC21)(=O)=O)=O 3-(3-((2,2-dioxido-3,4-dihydro-1H-benzo[c][1,2]thiazin-5-yl)amino)-1H-pyrazol-5-yl)cyclopentyl isopropylcarbamate